1H-pyrrolo[2,3-c]pyridin-7(6H)-one N1C=CC2=C1C(NC=C2)=O